(Z)-3-ethyl-5-(naphthalen-2-ylmethylene)imidazolidine-2,4-dione (R)-benzyl-5-amino-4-(4-(4-(morpholinomethyl)benzyloxy)-1-oxoisoindolin-2-yl)-5-oxopentanoate C(C1=CC=CC=C1)OC(CC[C@H](C(=O)N)N1C(C2=CC=CC(=C2C1)OCC1=CC=C(C=C1)CN1CCOCC1)=O)=O.C(C)N1C(N\C(\C1=O)=C/C1=CC2=CC=CC=C2C=C1)=O